C(#N)C1=C(C=CC(=C1)C(F)(F)F)N1CCC(CC1)(C(=O)NCCCN(C)C)C=1C=NC(=CC1)C=1N(C=CC1)C 1-[2-cyano-4-(trifluoromethyl)phenyl]-N-[3-(dimethylamino)propyl]-4-[6-(1-methyl-1H-pyrrol-2-yl)pyridin-3-yl]piperidine-4-carboxamide